3-(4-chlorophenyl)-N-[3-(pyridin-4-yl)-1H-pyrazol-5-yl]propanamide ClC1=CC=C(C=C1)CCC(=O)NC1=CC(=NN1)C1=CC=NC=C1